2,2',2''-(10-(2-(bis(carboxymethyl)amino)-5-(4-isothiocyanatophenyl)pentyl)-1,4,7,10-tetraazacyclododecane-1,4,7-triyl)triacetic acid C(=O)(O)CN(C(CN1CCN(CCN(CCN(CC1)CC(=O)O)CC(=O)O)CC(=O)O)CCCC1=CC=C(C=C1)N=C=S)CC(=O)O